Tert-butyl (E)-(1-((2-(((4-(3,5-dimethoxystyryl)phenoxy)carbonyl)thio)ethyl) amino)-3-methyl-1-oxobutan-2-yl)carbamate COC=1C=C(/C=C/C2=CC=C(OC(=O)SCCNC(C(C(C)C)NC(OC(C)(C)C)=O)=O)C=C2)C=C(C1)OC